C1(CCCCCCCCCCC=CCCO1)=O 12-pentadecene-15-lactone